CC1=C(N)C(=O)N(C2C=CC=CC=2)N1C 4-Aminoantipyrine